[33-methyl-2-oxo-5-oxa-1,15,16,17-tetrazaheptacyclo[22.5.3.23,9.118,22.04,8.015,19.027,31]pentatriaconta-3,8,16,18(33),19,21,24,26,31,34-decaen-23-yl]acetic acid CC=1C2=CC=C3C1N=NN3CCCCCC3=C1CCOC1=C(C(N1CCC4=CC=C(C2CC(=O)O)C=C4C1)=O)C=C3